ClC=1C=C(OC2C(C(C2(C)C)NC(=O)C2(CC2)C(=O)O)(C)C)C=CC1C#N (((1s,3s)-3-(3-chloro-4-cyanophenoxy)-2,2,4,4-tetramethylcyclobutyl)carbamoyl)cyclopropane-1-carboxylic acid